ClC1=CC=C(CN2N=C(N=N2)C2=CC=C(C=C2)S(=O)(=O)NCCO)C=C1 4-(2-(4-chlorobenzyl)-2H-tetrazol-5-yl)-N-(2-hydroxyethyl)benzenesulfonamide